(R)-2-acetoxy-4-oxo-4-phenylbutyric acid C(C)(=O)O[C@@H](C(=O)O)CC(C1=CC=CC=C1)=O